C(=O)(OCC1=CC=CC=C1)NCC(=O)O N-carbobenzyloxyglycine